CCOC1=C(C=CC(=C1)OC2=C(C=C(C=C2)C(F)(F)F)Cl)[N+](=O)[O-] oxygold